4-methoxy-N-(1-(1-methylpiperidin-4-yl)-1H-pyrazol-4-yl)pyrimidin-2-amine COC1=NC(=NC=C1)NC=1C=NN(C1)C1CCN(CC1)C